5-((4-((2-hydroxytetrahydro-2H-pyran-4-yl)amino)-5-methylpyrimidin-2-yl)amino)benzo[c][1,2]oxaborol-1(3H)-ol OC1OCCC(C1)NC1=NC(=NC=C1C)NC1=CC2=C(B(OC2)O)C=C1